FC=1C=C2C=CC=C(C2=CC1)OCCCC1=CNC2=C(C=CC=C12)C=1C(=NN(C1C)C)C 3-(3-((6-fluoronaphthalen-1-yl)oxy)propyl)-7-(1,3,5-trimethyl-1H-pyrazol-4-yl)-1H-indole